C(CCC)C1N(S(C2=C(N(C1)C1=CC=C(C=C1)F)C=C(C(=C2)O\C=C(\C(=O)OCC)/F)SCC)(=O)=O)CC2=CC=C(C=C2)OC ethyl (Z)-3-((3-butyl-7-(ethylthio)-5-(4-fluorophenyl)-2-(4-methoxybenzyl)-1,1-dioxido-2,3,4,5-tetrahydro-1,2,5-benzothiadiazepin-8-yl)oxy)-2-fluoroacrylate